C(CCCCCCCCCCCC=CCCCCCC)(=O)OCCCCCCCCCCCCCCCCCCCCCCCCCCCCCCCCC(CC)C 33-methylpentatriacontyl eicos-13-enoate